FC(C=1C=C(C=CC1)OC)(F)F 3-(trifluoromethyl)anisole